BrCC1=C(C(=C(C=C1)CBr)CBr)CBr tetra(bromomethyl)benzene